(4aS,7S,7aR)-4,7-dimethyl-5,6,7,7a-tetrahydrocyclopenta[c]thiopyran-1(4aH)-one CC=1[C@@H]2[C@H](C(SC1)=O)[C@H](CC2)C